C(C)(C)C=1C(=NNC1C=1C=C(C=2N(C1)N=CN2)C)C2=CN=C(S2)C2CCC(CC2)N(C2COC2)C N-(4-(5-(4-isopropyl-5-(8-methyl-[1,2,4]triazolo[1,5-a]pyridin-6-yl)-1H-pyrazol-3-yl)thiazol-2-yl)cyclohexyl)-N-methyloxetan-3-amine